4-(3-cyclopentyl-2-methyl-2H-indazol-5-yl)-N-(5-((4-ethylpiperazin-1-yl)methyl)pyridin-2-yl)-5-fluoropyrimidin-2-amine C1(CCCC1)C=1N(N=C2C=CC(=CC12)C1=NC(=NC=C1F)NC1=NC=C(C=C1)CN1CCN(CC1)CC)C